4-(1-(3-(Trifluoromethyl)-7,8-dihydro-[1,2,4]triazolo[4,3-b]pyridazin-6-yl)piperidin-4-yl)phenol FC(C1=NN=C2N1N=C(CC2)N2CCC(CC2)C2=CC=C(C=C2)O)(F)F